3-(4,4,5,5-tetramethyl-1,3,2-dioxaborolan-2-yl)-6,7-dihydro-4H-pyrazolo[5,1-c][1,4]oxazine CC1(OB(OC1(C)C)C=1C=NN2C1COCC2)C